ClC=1N=CSC1C1=CC=C(C=C1)C(C)NC(=O)[C@H]1N(C[C@@H](C1)O)C([C@H](C(C)C)C1=CC(=NO1)C)=O (2S,4R)-N-(1-(4-(4-chlorothiazol-5-yl)phenyl)ethyl)-4-hydroxy-1-((R)-3-methyl-2-(3-methylisoxazol-5-yl)butanoyl)pyrrolidine-2-carboxamide